2-(2,7-dimethyl-2H-indazol-5-yl)-6-(methyl(1-methylpiperidin-4-yl)amino)quinazolin-4(3H)-one CN1N=C2C(=CC(=CC2=C1)C1=NC2=CC=C(C=C2C(N1)=O)N(C1CCN(CC1)C)C)C